4-Cyclopropyl-N-((4,4-difluorocyclohexyl)(5-(oxetan-3-yl(2-oxo-4-(trifluoromethyl)imidazolidin-1-yl)methyl)benzo[d]oxazol-2-yl)methyl)-1,2,5-oxadiazole-3-carboxamide C1(CC1)C=1C(=NON1)C(=O)NC(C=1OC2=C(N1)C=C(C=C2)C(N2C(NC(C2)C(F)(F)F)=O)C2COC2)C2CCC(CC2)(F)F